[13C@@H]1(C[C@H]([C@@H](CC1)[C@H](CO)C)O)C (-)-(1r,3r,4s,8r)-menthane-3,9-diol-13C